Cl.C1(CC1)C(C1=CC2=C(C=N1)C(CN2C(CN2[C@H](CN[C@@H](C2)C)CN2C(CCC2)=O)=O)(C)C)(F)F 1-{[(2R,5R)-1-{2-[6-(Cyclopropyldifluoromethyl)-3,3-dimethyl-1H,2H,3H-pyrrolo[3,2-c]pyridin-1-yl]-2-oxoethyl}-5-methylpiperazin-2-yl]methyl}pyrrolidin-2-one hydrochloride